2-amino-8-(1-((6-glycyl-5,6,7,8-tetrahydro-1,6-naphthyridin-3-yl)carbamoyl)cyclopropyl)-N-(2-hydroxyethyl)-N-propyl-3H-benzo[b]azepin-4-carboxamide NC=1CC(=CC2=C(N1)C=C(C=C2)C2(CC2)C(NC=2C=NC=1CCN(CC1C2)C(CN)=O)=O)C(=O)N(CCC)CCO